(((S)-1-((S)-1-cyclopropylethoxy)-1-oxopropan-2-yl) (methyl) amino)-2-(3-(2-((1,2-dimethylhydrazino) methyl)-1H-indol-1-yl) propanamido)-3-oxopropane-1-sulfonate C1(CC1)[C@H](C)OC([C@H](C)N(C)C(C(C=O)NC(CCN1C(=CC2=CC=CC=C12)CN(NC)C)=O)S(=O)(=O)[O-])=O